CN1C=NC=2N=CNC(C12)=O 7-Methyl-1H-Purin-6(7H)-on